[Li].C1(=CC=CC=C1)[Te] phenyl-tellurium lithium